CCCCCCCC/C=C\\CCCCCCCC(=O)OC[C@H](COP(=O)(O)OCC(CO)O)O The molecule is a 1-acyl-sn-glycero-3-phosphoglycerol in which the acyl group is specified as oleoyl. It derives from an oleic acid. It is a conjugate acid of a 1-oleoyl-sn-glycero-3-phosphoglycerol(1-).